2,2,8-trimethyl-4-(2,4,5-trimethyl-1H-benzo[d]imidazol-1-yl)-2H-benzo[e][1,3]oxazine CC1(OC2=C(C(=N1)N1C(=NC3=C1C=CC(=C3C)C)C)C=CC=C2C)C